(S)-(2-((4,4-difluorocyclohexyl)(1-isopropyl-1H-pyrazole-5-carboxamido)methyl)imidazo[1,2-b]pyridazin-7-yl)methyl 1-isopropyl-1H-pyrazole-5-carboxylate C(C)(C)N1N=CC=C1C(=O)OCC1=CC=2N(N=C1)C=C(N2)[C@@H](NC(=O)C2=CC=NN2C(C)C)C2CCC(CC2)(F)F